monophenyl di(2-ethylhexyl) phosphite P(OC1=CC=CC=C1)(OCC(CCCC)CC)OCC(CCCC)CC